(1S,3R,4S,5R)-3-((5-chloro-4-(2-(1,1-difluoro-2-hydroxyethyl)-4-fluoro-1-isopropyl-1H-benzo[d]imidazol-6-yl)pyrimidin-2-yl)amino)-6,8-dioxabicyclo[3.2.1]octan-4-ol ClC=1C(=NC(=NC1)N[C@@H]1C[C@H]2CO[C@@H]([C@H]1O)O2)C=2C=C(C1=C(N(C(=N1)C(CO)(F)F)C(C)C)C2)F